N[C@H](COC)C=1C=C(N)C=CC1 (S)-3-(1-amino-2-methoxyethyl)aniline